tert-butyl (1S,3R,4R)-3-{[(4-{3-[(3-chloro-2-methoxyphenyl)amino]-4-oxo-1H,5H,6H,7H-pyrrolo[3,2-c]pyridin-2-yl}pyridin-3-yl)oxy]methyl}-2-azabicyclo[2.2.1]heptane-2-carboxylate ClC=1C(=C(C=CC1)NC1=C(NC2=C1C(NCC2)=O)C2=C(C=NC=C2)OC[C@@H]2N([C@H]1CC[C@@H]2C1)C(=O)OC(C)(C)C)OC